[N+](=O)([O-])C1=C(C=CC=C1)C1=CC(NC1=O)=O 4-(2-nitrophenyl)-1h-pyrrole-2,5-dione